NCC(=O)OC(C(=O)O)CCO hydroxyethylcarboxymethyl glycinate